C(C1=CC=CC=C1)OCCOC=1C(=NC=NC1)C(=O)NC1=C(C=C(C=C1)Br)C 5-(2-(benzyloxy)ethoxy)-N-(4-bromo-2-methylphenyl)pyrimidine-4-carboxamide